3-(1-methyl-7-(4-(piperazin-1-ylmethyl)piperidine-1-carbonyl)-1H-indazol-3-yl)piperidine-2,6-dione CN1N=C(C2=CC=CC(=C12)C(=O)N1CCC(CC1)CN1CCNCC1)C1C(NC(CC1)=O)=O